2,4-dichlorophenyl-4-nitrophenyl ether C1=CC(=CC=C1[N+](=O)[O-])OC2=C(C=C(C=C2)Cl)Cl